methyl {6-[4-fluoro-2-(piperidin-4-yl)-1,3-benzothiazol-6-yl]-2-methylimidazo[1,2-b]pyridazin-8-yl}acetate FC1=CC(=CC2=C1N=C(S2)C2CCNCC2)C=2C=C(C=1N(N2)C=C(N1)C)CC(=O)OC